ClC1=C(C=CC=C1Cl)CC(=O)NC1=CC(=C(C=C1)C=1C=NN(C1)C(F)F)S(N)(=O)=O 2-(2,3-dichlorophenyl)-N-{4-[1-(difluoromethyl)-1H-Pyrazol-4-yl]-3-sulfamoylphenyl}acetamide